Methyl 3-methyl-9-sulfanylidene-16-thia-2,4,5,8-tetraazatetracyclo[8.6.0.02,6.011,15]hexadeca-1(10),3,5,11(15)-tetraene-13-carboxylate CC=1N2C=3SC=4CC(CC4C3C(NCC2=NN1)=S)C(=O)OC